2-(2-Thiazolin-2-ylthio)-acetophenone, hydrobromide Br.S1C(=NCC1)SCC(=O)C1=CC=CC=C1